5-([1,2,4]Triazolo[1,5-a]pyridin-6-yl)-N-((1-fluorocyclohexyl)methyl)-7H-pyrrolo[2,3-d]pyrimidin-2-amine N=1C=NN2C1C=CC(=C2)C2=CNC=1N=C(N=CC12)NCC1(CCCCC1)F